FC(C1=CC=C(C=C1)C=1C=CC=CC1)(F)F 3-[4-(trifluoromethyl)phenyl]benzene